5-(2,4-dimethoxybenzyl)-4-oxo-6-phenyl-5-aza-spiro[2.4]heptane-7-carboxylic acid methyl ester COC(=O)C1C(N(C(C12CC2)=O)CC2=C(C=C(C=C2)OC)OC)C2=CC=CC=C2